2-{[[1-(3-bromo-1H-pyrazolo[3,4-d]pyrimidin-4-yl)piperidin-4-yl](4-fluorophenyl)methyl]oxy}-N,N-dimethylethanamine BrC1=NNC2=NC=NC(=C21)N2CCC(CC2)C(OCCN(C)C)C2=CC=C(C=C2)F